6-(pyrrolidine-1-carbonyl)pyridine-2-sulfonamide N1(CCCC1)C(=O)C1=CC=CC(=N1)S(=O)(=O)N